C1(=CC=C(C=C1)C(C#N)C1=NC=CC(=C1)C(F)(F)F)C 2-(p-tolyl)-2-(4-(trifluoromethyl)pyridin-2-yl)acetonitrile